[4-[(4-Methylthiazol-5-yl)methyl]piperazin-1-yl]-[(3S)-3-(1H-1,2,4-triazol-5-yl)pyrrolidin-1-yl]methanone CC=1N=CSC1CN1CCN(CC1)C(=O)N1C[C@H](CC1)C1=NC=NN1